5-((4-fluorobicyclo(2.2.2)octan-1-yl)methoxy)-1,3,4-thiadiazol-2-amine FC12CCC(CC1)(CC2)COC2=NN=C(S2)N